[Zn].FC1=C(C(=O)O)C(=C(C(=C1F)C1=CC=CC=C1)F)F 2,3,5,6-tetrafluoro-4-phenylbenzoic acid zinc